ClC1=CC(=C(C=C1)NC1CCNCC1)F N-(4-chloro-2-fluoro-phenyl)piperidin-4-amine